Cl.Cl.NCCN(C1=CC=CC=C1)CC (2-aminoethyl)-N-ethylaniline dihydrochloride